COC(C1=NC=C(C=C1)CN1N=CC(=C1)NC(=O)OC(C)(C)C)=O 5-((4-((tert-butoxycarbonyl)amino)-1H-pyrazol-1-yl)methyl)picolinic acid methyl ester